(3S,5R)-5-ethyl-1-((5-nitro-1-p-toluenesulfonyl-1H-pyrrolo[2,3-b]pyridine-4-yl)amino)pyrrolidine C(C)[C@@H]1CCCN1NC1=C2C(=NC=C1[N+](=O)[O-])N(C=C2)S(=O)(=O)C2=CC=C(C)C=C2